OC1=C2C(N(C(C2=CC=C1)=O)C)=O 4-hydroxy-2-methylisoindoline-1,3-dione